(R)-3-fluoro-4-(2-hydroxypropan-2-yl)-N'-((2-methyl-3-phenyl-6,7-dihydro-5H-cyclopenta[b]pyridin-4-yl)carbamoyl)thiophene-2-sulfonimidamide FC1=C(SC=C1C(C)(C)O)[S@@](=O)(N)=NC(NC1=C2C(=NC(=C1C1=CC=CC=C1)C)CCC2)=O